C(C1=CC=CC=C1)N1CCC(CC1)CCNC(=O)C1(CCN(CC1)C1=CC(=C(C=C1)OC(F)(F)F)F)O N-[2-(1-benzylpiperidin-4-yl)ethyl]-1-[3-fluoro-4-(trifluoromethoxy)phenyl]-4-hydroxypiperidine-4-carboxamide